FC=C(CNC(OC(C)(C)C)=O)COC=1C=C2CCNC(C2=CC1)=O t-Butyl N-[3-fluoro-2-[(1-oxo-3,4-dihydro-2H-isoquinolin-6-yl)oxymethyl]allyl]carbamate